5-chloro-6-oxo-1H-pyridine-2-carboxylic acid ClC1=CC=C(NC1=O)C(=O)O